C(C)N1CCC(CC1)N1CCN(CC1)C1CCN(CC1)C1=C(C=NC2=CC=C(C=C12)S(=O)(=O)C)S(=O)(=O)C1=CC=C(C=C1)OCCCCCCCCCCCCCCCCCCCC (S)-4-(4-(4-(1-ethylpiperidin-4-yl)piperazin-1-yl)piperidin-1-yl)-3-((4-(icosyloxy)phenyl)sulfonyl)-6-(methylsulfonyl)quinoline